2-(2,6-difluorophenyl)-N-(3-methoxy-4-morpholinophenyl)pyrazolo[1,5-a][1,3,5]triazin-4-amine FC1=C(C(=CC=C1)F)C1=NC=2N(C(=N1)NC1=CC(=C(C=C1)N1CCOCC1)OC)N=CC2